2-isobutyl-3-methyl-pyrazine C(C(C)C)C1=NC=CN=C1C